BrC=1C(=CC(=NC1)N1C(=CC=C1C)C)C 5-bromo-2-(2,5-dimethyl-1H-pyrrol-1-yl)-4-methylpyridine